tert-butyl (2S)-4-[7-(8-chloro-1-naphthyl)-8-fluoro-2-[[(2S,4R)-4-fluoro-1-methyl-pyrrolidin-2-yl]methoxy]pyrido[4,3-d]pyrimidin-4-yl]-2-(cyanomethyl)piperazine-1-carboxylate ClC=1C=CC=C2C=CC=C(C12)C1=C(C=2N=C(N=C(C2C=N1)N1C[C@@H](N(CC1)C(=O)OC(C)(C)C)CC#N)OC[C@H]1N(C[C@@H](C1)F)C)F